N-(3-Methoxy-2,4,6-trimethylphenyl)-2-((1-methyl-1H-pyrazol-3-yl)amino)thiazole-5-carboxamide COC=1C(=C(C(=CC1C)C)NC(=O)C1=CN=C(S1)NC1=NN(C=C1)C)C